(2R,8aS)-2-(2,3-dichloro-6-methoxyphenyl)-7-(piperazin-1-yl)-hexahydro-1H-indolizin-5-one ClC1=C(C(=CC=C1Cl)OC)[C@H]1C[C@H]2CC(CC(N2C1)=O)N1CCNCC1